O[C@H](C)C=1C=C(C=C2C(C(=C(OC12)C=1C=NN(C1)C)C)=O)C 8-[(1R)-1-Hydroxyethyl]-3,6-dimethyl-2-(1-methylpyrazol-4-yl)chromen-4-one